O=C1NCC2=C(C=CC=C12)N1N=CC(=C1C(F)(F)F)C(=O)O 1-(1-oxoisoindolin-4-yl)-5-(trifluoromethyl)-1H-pyrazole-4-carboxylic acid